C(C=C)(=O)OCC(C(C(=O)N1[C@@H](CCCC1)C(=O)O[C@H](CCN1CCNCC1)C=1C=C(C=CC1)NC(CCC(=O)O)=O)=O)(C)C 4-(3-((R)-1-((S)-1-(4-(acryloyloxy)-3,3-dimethyl-2-oxobutanoyl)piperidine-2-carbonyloxy)-3-(piperazin-1-yl)propyl)phenylamino)-4-oxobutanoic acid